N-{(1R)-1-[3-(difluoromethyl)-2-fluorophenyl]ethyl}-2-methyl-6-(morpholin-4-yl)pyrido[3,4-d]pyrimidin-4-amine FC(C=1C(=C(C=CC1)[C@@H](C)NC=1C2=C(N=C(N1)C)C=NC(=C2)N2CCOCC2)F)F